3-aminopyrazine-2-carboxic acid NC=1C(=NC=CN1)C(=O)O